2-((1R,2R,4S)-2-amino-7-aza-bicyclo[2.2.1]heptan-7-yl)-5-(7-chloro-benzo[d]thiazol-6-yl)-3-methyl-3,7-dihydro-4H-pyrrolo[2,3-d]pyrimidin-4-one N[C@H]1[C@H]2CC[C@@H](C1)N2C=2N(C(C1=C(N2)NC=C1C1=C(C2=C(N=CS2)C=C1)Cl)=O)C